(2,2'-bipyridyl)-6-amine N1=C(C=CC=C1N)C1=NC=CC=C1